1-Boc-5-Chloro-3-(Methoxy-Methyl-Carbamoyl)Indazole C(=O)(OC(C)(C)C)N1N=C(C2=CC(=CC=C12)Cl)C(N(C)OC)=O